OCC1=CC(=CS1)C=1C=C(C(=O)O)C=C(C1)NC(C1=CC=C(C=C1)C)=O 3-(5-(Hydroxymethyl)thiophen-3-yl)-5-(4-methylbenzoylamino)benzoic acid